[1-[1-[2-(2,6-dioxo-3-piperidyl)-1,3-dioxo-isoindolin-5-yl]-4-piperidyl]azetidin-3-yl]methyl 4-methylbenzenesulfonate CC1=CC=C(C=C1)S(=O)(=O)OCC1CN(C1)C1CCN(CC1)C=1C=C2C(N(C(C2=CC1)=O)C1C(NC(CC1)=O)=O)=O